COC1=C(C=CC(=C1)N1CCN(CC1)C1COC1)NC1=NC=NC(=C1)N1OCC[C@@H]1C1=CC=CC=C1 (R)-N-(2-methoxy-4-(4-(oxetan-3-yl)piperazin-1-yl)phenyl)-6-(3-phenylisoxazolidin-2-yl)Pyrimidine-4-amine